hydroxyl-adamantanol (methyl)acrylate CC(C(=O)OC12C(C3CC(CC(C1)C3)C2)O)=C